2,3-diethyl-2,3-diphenylhexane C(C)C(C)(C(CCC)(C1=CC=CC=C1)CC)C1=CC=CC=C1